C(C)C1=C(CCCCC1)C1=CCCCCC1 ethyl-bicycloheptenyl